NC1=CC=C(C=N1)C(C(=O)OC)(C)C methyl 2-(6-Aminopyridin-3-yl)-2-methylpropionate